(E)-7-Tetradecen-2-one CC(CCCC\C=C\CCCCCC)=O